3-((2,6-dichloro-7-fluoro-1-(1-propyl-1H-pyrazol-4-yl)-1H-indol-3-yl)thio)-2-fluorobenzoic acid ClC=1N(C2=C(C(=CC=C2C1SC=1C(=C(C(=O)O)C=CC1)F)Cl)F)C=1C=NN(C1)CCC